C(C=C)C=CC allyl-(propene)